Cl.C(C=C)OC(CCOCCOCCOCCOCCOCCN)=O 1-amino-3,6,9,12,15-pentaoxaoctadecane-18-oic acid allyl ester hydrochloride